CCCCCCCCCCCCCCCC(=O)OC[C@H](COP(=O)(O)O)OC(=O)CCCCCCC/C=C\\CCCCCCCC The molecule is a 1,2-diacyl-sn-glycerol 3-phosphate in which the 1- and 2-acyl groups are palmitoyl and oleoyl respectively. It is a conjugate acid of a 1-palmitoyl-2-oleoyl-sn-glycero-3-phosphate(2-).